C(CCC)=C1C(C(C(=O)N)=CC=C1)C(=O)N 3-butylidenephthalamide